CS(=O)(=O)N[C@@H](C)C1=CC=C(C=C1)C=1C=CC=2N(C1)N=NC2C(=O)NC=2C(=NC=C(C2)NC(CN2[C@H](CCC2)C)=O)C 6-[4-[(1S)-1-(methanesulfonamido)ethyl]phenyl]-N-[2-methyl-5-[[2-[(2S)-2-methylpyrrolidin-1-yl]acetyl]amino]-3-pyridyl]triazolo[1,5-a]pyridine-3-carboxamide